7-amino-6-bromo-N-((1S,2S)-2-methoxycyclohexyl)-N-((5-(trifluoromethyl)-2-pyridinyl)methyl)-1,8-naphthyridine-3-carboxamide NC1=C(C=C2C=C(C=NC2=N1)C(=O)N(CC1=NC=C(C=C1)C(F)(F)F)[C@@H]1[C@H](CCCC1)OC)Br